methyl 2-([1,2,4]triazolo[1,5-a]pyridin-6-yl)acetate N=1C=NN2C1C=CC(=C2)CC(=O)OC